CCN(CC)S(=O)(=O)C1=CC=CC=C1 N,N-diethylbenzenesulfonamide